3-((3-methylpyridin-2-yl)methylene)-6-(3-(4-fluorobenzoyl)benzylidene)piperazine-2,5-dione CC=1C(=NC=CC1)C=C1C(NC(C(N1)=O)=CC1=CC(=CC=C1)C(C1=CC=C(C=C1)F)=O)=O